CC1=NC(=CC(=N1)NC1=CC2=C(C=N1)C(NN2C2=C(C=CC=C2)S(=O)(=O)C)=O)C 6-((2,6-dimethylpyrimidin-4-yl)amino)-1-(2-(methylsulfonyl)phenyl)-1,2-dihydro-3H-pyrazolo[4,3-c]pyridin-3-one